C(C)(C)(C)OC(=O)N(C(OC(C)(C)C)=O)C1=NC=CC(=C1F)CC=1C=NC=C(C1C)NC1=NC=CC=N1 tert-butyl N-tert-butoxycarbonyl-N-[3-fluoro-4-[[4-methyl-5-(pyrimidin-2-ylamino)-3-pyridyl] methyl]-2-pyridyl]carbamate